C1(CCCC1)OCC=1C=C(C=CC1C1=C(C(=CC=C1)OCC)F)NC(=O)[C@H]1[C@H](CCCC1)C(=O)O (1S,2R)-2-[[3-(cyclopentoxymethyl)-4-(3-ethoxy-2-fluoro-phenyl)phenyl]carbamoyl]cyclohexane-carboxylic acid